3-[[4-fluoro-3-(1-phenylvinyl)-2-pyridyl]amino]-5,5-dimethyl-cyclohex-2-en-1-one FC1=C(C(=NC=C1)NC1=CC(CC(C1)(C)C)=O)C(=C)C1=CC=CC=C1